CC1=C(C(C(=C1CCCC)C)C(C)C)C(C)C 2,4-dimethyl-1,5-diisopropyl-3-n-butyl-1,3-cyclopentadiene